CC(C(=O)OCC(C)(C1=CC(=CC=C1)C(F)(F)F)NC(NC1=C(C(=C(C=C1)F)CNC(N(C)C)=O)N)=S)(C)C 2-{[(2-amino-3-{[(dimethyl carbamoyl)amino]methyl}-4-fluorophenyl)carbamothioyl]amino}-2-[3-(trifluoromethyl)phenyl]propyl 2,2-dimethylpropanoate